4-chloro-7-pyrazol-1-yl-1H-indazole ClC1=C2C=NNC2=C(C=C1)N1N=CC=C1